CCCCCCCCCCCCCC(=O)O[C@H](COC(=O)CCCCCCCCC/C=C\C/C=C\CCCCC)COP(=O)([O-])OCC[N+](C)(C)C 1-(11Z,14Z-eicosadienoyl)-2-tetradecanoyl-glycero-3-phosphocholine